C(C1=CC=CC=C1)N1CCCC=2N=C(N=CC21)C=2C=CC(=NC2)CCC2CCN(CC2)C(=O)OC(C)(C)C tert-butyl 4-[2-[5-(5-benzyl-7,8-dihydro-6H-pyrido[3,2-d]pyrimidin-2-yl)-2-pyridyl]ethyl]piperidine-1-carboxylate